6-(((6aR,8R)-2-(3-fluoro-2-methoxyphenyl)-6a-methyl-5,6,6a,7,8,9-hexahydropyrrolo[1',2':4,5]pyrazino[2,3-c]pyridazin-8-yl)oxy)-4-methylnicotinic acid FC=1C(=C(C=CC1)C=1C=C2C(=NN1)NC[C@@]1(N2C[C@@H](C1)OC1=NC=C(C(=O)O)C(=C1)C)C)OC